5-(1-(((5-fluoro-2,3-dihydrobenzofuran-4-yl)methyl)amino)-6-methoxy-2,7-naphthyridin-4-yl)-N,N,1-trimethyl-1H-pyrazole-3-carboxamide FC=1C=CC2=C(CCO2)C1CNC1=NC=C(C2=CC(=NC=C12)OC)C1=CC(=NN1C)C(=O)N(C)C